C1(=CC=CC=C1)C1CNCC1 3-phenylpyrrolidine